N(=[N+]=[N-])CCOCCOCCOCCOCCOCCOCCN 20-azido-3,6,9,12,15,18-hexaoxaeicosan-1-amine